3-aminopropoxytrimethoxysilane NCCCO[Si](OC)(OC)OC